Cl.C(C)(C)(C)OC([C@@H](NC(=O)OC(C)(C)C)CCCCN)=O BOC-lysine tert-butyl ester hydrochloride